COC1=CC2=C(N(C([C@H]3N(C4=CC=CC=C4C3)C2=O)OC2OCCCC2)C(=O)OCC=C)C=C1OCC1=CC(=CC=C1)CC(=O)OC allyl (12aS)-8-methoxy-9-((3-(2-methoxy-2-oxoethyl)benzyl)oxy)-6-oxo-12-((tetrahydro-2H-pyran-2-yl)oxy)-12a,13-dihydro-6H-benzo[5,6][1,4]diazepino[1,2-a]indole-11(12H)-carboxylate